O=C1C(C=NN1)C(=O)[O-] 5-oxo-4,5-dihydro-1H-pyrazole-4-carboxylate